3-(3,5-dichlorophenyl)-1H-pyrazole-4-carboxylic acid ClC=1C=C(C=C(C1)Cl)C1=NNC=C1C(=O)O